(4R,5R)-4-Hydroxy-5-isopropyl-2-methylcyclohex-enone O[C@H]1C=C(C(C[C@@H]1C(C)C)=O)C